[Si](C)(C)(C(C)(C)C)O[C@@H](\C=C\CCC)[C@H]1[C@@H](CC1)CN1C2=C(OC[C@@]3(C=4C=CC(=NC4CCC3)Cl)C1)C=CC=C2 (S)-5-(((1R,2R)-2-((S,E)-1-((tert-butyldimethylsilyl)oxy)hex-2-en-1-yl)cyclobutyl)methyl)-2'-chloro-4,5,7',8'-tetrahydro-2H,6'H-spiro[benzo[b][1,4]oxazepine-3,5'-quinoline]